BrCC1=C(C#N)C=CC(=C1)F 2-(bromomethyl)-4-fluoro-benzonitrile